(S)-2-amino-3-(4-(5-(2,3-dihydrobenzo[b][1,4]dioxin-6-yl)-1,2,4-oxadiazole-3-yl)phenyl)propanoic acid hydrochloride Cl.N[C@H](C(=O)O)CC1=CC=C(C=C1)C1=NOC(=N1)C1=CC2=C(OCCO2)C=C1